2-((2R,5S)-5-methyl-2-(2-(1-methylpiperidin-3-yl)benzo[d]thiazol-5-yl)piperidin-1-yl)-2-oxo-N-(1H-pyrazolo[4,3-c]pyridin-7-yl)acetamide C[C@H]1CC[C@@H](N(C1)C(C(=O)NC=1C2=C(C=NC1)C=NN2)=O)C=2C=CC1=C(N=C(S1)C1CN(CCC1)C)C2